C(C)(C)(C)NS(=O)(=O)C1=C(C=CC(=C1)OCCOC)C1=CN=C(S1)[C@@H]1CC[C@H](CC1)NC(OC(C)C)=O isopropyl (trans-4-(5-(2-(N-(tert-butyl)sulfamoyl)-4-(2-methoxyethoxy)phenyl) thiazol-2-yl)cyclohexyl)carbamate